ClC1=C(C=C(C=C1)S(=O)(=O)NC=1C(=NC=C(C1)C)OC1=CC=C(C=C1)C(=O)N1[C@@H](CCC1)C#N)C(F)(F)F (S)-4-chloro-N-(2-(4-(2-cyanopyrrolidine-1-carbonyl)phenoxy)-5-methylpyridin-3-yl)-3-(trifluoromethyl)benzenesulfonamide